4-bromo-2-fluoro-3-methylbenzoic acid BrC1=C(C(=C(C(=O)O)C=C1)F)C